(S)-2-Methyl-N-[(1E)-1-(2-methyl-2H-indazol-4-yl)ethylidene]propane-2-sulfinamide CC(C)(C)[S@](=O)/N=C(\C)/C=1C2=CN(N=C2C=CC1)C